(6RS)-7-(4-bromo-3-chloro-benzoyl)-2-[4-(cyclopropoxy)phenyl]-N-[(1R)-1-(2-fluorophenyl)ethyl]-6-methyl-3-oxo-6,8-dihydro-5H-imidazo[1,5-a]pyrazine-1-carboxamide BrC1=C(C=C(C(=O)N2CC=3N(C[C@H]2C)C(N(C3C(=O)N[C@H](C)C3=C(C=CC=C3)F)C3=CC=C(C=C3)OC3CC3)=O)C=C1)Cl |&1:12|